C(=C\CC)/[C@H]([C@H]([C@H](NC)C(=O)O)O)C 4-(E)-butenyl-4(R)-methyl-N-methylthreonine